C(C)OC(CC1=C(C=CC=C1)OCC1=NN(C2=CC=C(C=C12)C1=CC(=CC(=C1)C=1CCN(CC1)C)C#N)C(C)C)=O.IC1=C(C=CC2=CC=CC=C12)C(C)=O 1-(1-iodonaphthalen-2-yl)ethan-1-one ethyl-2-(2-((5-(3-cyano-5-(1-methyl-1,2,3,6-tetrahydropyridin-4-yl)phenyl)-1-isopropyl-1H-indazol-3-yl)methoxy)phenyl)acetate